ethyl 2,8-diazaspiro[4.5]decane-2-carboxylate trifluoroacetate salt FC(C(=O)O)(F)F.C1N(CCC12CCNCC2)C(=O)OCC